Ethyl 2-{1-[3,4-dihydroquinolin-1(2H)-yl]-1,1-difluoro-6-methylheptan-3-yl}-5,5-dimethylcyclohex-1-ene-1-carboxylate N1(CCCC2=CC=CC=C12)C(CC(CCC(C)C)C1=C(CC(CC1)(C)C)C(=O)OCC)(F)F